3α,7α-Dimethoxymethyloxy-6α-ethyl-5β-cholan COCO[C@H]1C[C@H]2[C@H]([C@H]([C@H]3[C@@H]4CC[C@H]([C@@H](CCC)C)[C@]4(CC[C@@H]3[C@]2(CC1)C)C)OCOC)CC